Calcium Neodecanoate C(CCCCCC(C)(C)C)(=O)[O-].[Ca+2].C(CCCCCC(C)(C)C)(=O)[O-]